Methyl 4-methoxy-5-(2,2,2-trifluoroethyl)-8-vinyl-pyrido[3,2-b]indole-3-carboxylate COC1=C(C=NC2=C1N(C=1C=CC(=CC21)C=C)CC(F)(F)F)C(=O)OC